1-(4-((4-((2-fluoro-4-((2-(2-methylthiazol-4-yl)pyridin-4-yl)oxy)phenyl)amino)-7-methoxyquinazolin-6-yl)amino)piperidin-1-yl)prop-2-en-1-one FC1=C(C=CC(=C1)OC1=CC(=NC=C1)C=1N=C(SC1)C)NC1=NC=NC2=CC(=C(C=C12)NC1CCN(CC1)C(C=C)=O)OC